C(C)(C)(C)OC(N[C@H]1CN(CC1)CC1(CC1)C(F)(F)F)=O (R)-(1-((1-(trifluoromethyl)cyclopropyl)methyl)pyrrolidin-3-yl)carbamic acid tert-butyl ester